6-(oxolane-3-yl)pyrazolo[1,5-a]pyridine O1CC(CC1)C=1C=CC=2N(C1)N=CC2